2-(2-isopropylphenyl)-2-(4-(trifluoromethyl)pyridin-2-yl)acetamide C(C)(C)C1=C(C=CC=C1)C(C(=O)N)C1=NC=CC(=C1)C(F)(F)F